FC=1C=NC=2C(CCC(C2C1)C(=O)OC)=C methyl 3-fluoro-8-methylene-5,6,7,8-tetrahydroquinoline-5-carboxylate